glycine hydrazide NCC(=O)NN